C(C)(C)(C)C1=C(C=C(C(=N1)Cl)C#N)C 6-Tert-butyl-2-chloro-5-methyl-pyridine-3-carbonitrile